(S)-8-methoxy-1-methyl-4-(4-(3-(methylamino)-1-(thiophen-2-yl)propoxy)benzyl)-1,2,3,4-tetrahydro-5H-pyrido[2,3-e][1,4]diazepin-5-one COC=1C=CC2=C(N(CCN(C2=O)CC2=CC=C(C=C2)O[C@@H](CCNC)C=2SC=CC2)C)N1